3-(3-(1H-pyrrolo[2,3-b]pyridin-5-yl)phenyl)-N-benzylpropionamide N1C=CC=2C1=NC=C(C2)C=2C=C(C=CC2)CCC(=O)NCC2=CC=CC=C2